2-[[4-[6-[[5-[1-(difluoromethyl)pyrazol-4-yl]pyrazin-2-yl]methoxy]-2-pyridyl]-2,5-difluoro-phenyl]methyl]-3-(2-methoxyethyl)benzimidazole-5-carboxylic acid FC(N1N=CC(=C1)C=1N=CC(=NC1)COC1=CC=CC(=N1)C1=CC(=C(C=C1F)CC=1N(C2=C(N1)C=CC(=C2)C(=O)O)CCOC)F)F